3-(aminomethyl)-N-cyclopentyl-5-fluoroaniline NCC=1C=C(NC2CCCC2)C=C(C1)F